C[C@@H]1OCC2([C@@H]1N)CCN(CC2)C2=NC1=C(C=3N2C=CN3)C(=CN1)SC=1C(=NC=CC1)C(F)(F)F (3S,4S)-3-methyl-8-(9-((2-(trifluoromethyl)pyridin-3-yl)mercapto)-7H-imidazo[1,2-c]pyrrolo[3,2-e]pyrimidin-5-yl)-2-oxa-8-azaspiro[4.5]decan-4-amine